C1(CC1)C1=C(C=C(C=N1)C1=CC(=C2C(=N1)N=C(N2)NC(=O)C2=CC=C(C=N2)CCC(=O)OCC)N(C)CC2(CCCCC2)COC)C(F)(F)F Ethyl 3-[6-({5-[6-cyclopropyl-5-(trifluoromethyl)pyridin-3-yl]-7-({[1-(methoxymethyl)cyclohexyl]methyl}(methyl)amino)-1H-imidazo[4,5-b]pyridin-2-yl}carbamoyl)pyridin-3-yl]propanoate